C(C)(=O)N1CCC(CC1)(C#N)CN1N=CC(=C1C(=O)NC1=NC=C(C=C1C)C#CC1=CC=CC=C1)Cl 1-((1-acetyl-4-cyanopiperidin-4-yl)methyl)-4-chloro-N-(3-methyl-5-(phenylethynyl)pyridin-2-yl)-1H-pyrazole-5-carboxamide